(R)-N-(2-(1-ethyl-2-methyl-1,2,5,6-tetrahydropyridin-3-yl)thieno[2,3-b]-pyridin-4-yl)-4,6-difluorobenzo[d]thiazol-5-amine C(C)N1[C@@H](C(=CCC1)C1=CC=2C(=NC=CC2NC=2C(=CC3=C(N=CS3)C2F)F)S1)C